[Li].NC1=CC=C(OC2=CC=C(C=C2)C(C(F)(F)F)(C(F)(F)F)C2=CC=C(C=C2)OC2=CC=C(C=C2)N)C=C1 bis[4-(4-aminophenoxy)phenyl]hexafluoropropane, lithium salt